O=C1NC(CCC1N1C(C2=CC=C(C=C2C1=O)N[C@H]1CN(CCC1)CC1CCN(CC1)C1=CC=C(C=C1)C(=C(CC)C1=CC=CC=C1)C1=CC=C(C=C1)O)=O)=O 2-(2,6-dioxopiperidin-3-yl)-5-(((R)-1-((1-(4-(1-(4-hydroxyphenyl)-2-phenylbut-1-en-1-yl)phenyl)piperidin-4-yl)methyl)piperidin-3-yl)amino)isoindoline-1,3-dione